C(C)C=1C(N(CC1C)C(=O)NCCC1=CC=C(C=C1)S(=O)(=O)NC(=O)N[C@@H]1CC[C@H](CC1)C)=O 1-[4-[2-(3-ethyl-4-methyl-2-oxo-3-pyrroline-1-carboxamido)ethyl]benzenesulfonyl]-3-(trans-4-methylcyclohexyl)urea